C(C)OC(=O)C1=CC2=C(N(C=N2)CC2=CC=C(C=C2)S(N)(=O)=O)C(=C1)OC 7-methoxy-1-(4-sulfamoylbenzyl)-1H-benzo[d]Imidazole-5-carboxylic acid ethyl ester